tert-butyl (S)-(5-amino-5-(3-benzyl-1,2,4-oxadiazol-5-yl)pentyl-1,1,2,2,3,3,4,4-d8)carbamate N[C@@H](C(C(C(C([2H])([2H])NC(OC(C)(C)C)=O)([2H])[2H])([2H])[2H])([2H])[2H])C1=NC(=NO1)CC1=CC=CC=C1